[bis(chloroethyl)amino]phenylalanine ClCCN(CCCl)N[C@@H](CC1=CC=CC=C1)C(=O)O